3-Chloro-4-(2-chloro-3-(6-methoxy-5-((4-methoxypiperidin-1-yl)methyl)pyridin-2-yl)phenyl)-2-(3-methoxy-4-((4-methoxypiperidin-1-yl)methyl)phenyl)pyridine ClC=1C(=NC=CC1C1=C(C(=CC=C1)C1=NC(=C(C=C1)CN1CCC(CC1)OC)OC)Cl)C1=CC(=C(C=C1)CN1CCC(CC1)OC)OC